CC(CC)OC1=C(C(=O)NCCSCC(=O)O)C=CC=C1 S-(2-β-butoxybenzamidoethyl)mercaptoacetic acid